COC1=CC=C2C(=N1)NC=C2C2=CC=1N(C=C2)N=CC1C(=O)NC=1C=NC=CC1 5-(6-methoxy-1H-pyrrolo[2,3-b]pyridin-3-yl)-N-(pyridin-3-yl)pyrazolo[1,5-a]pyridine-3-carboxamide